(R)-3-amino-5-bromo-N-(4-(chlorodifluoromethoxy)phenyl)-4-(2-methyl-6-oxopiperidin-1-yl)benzamide NC=1C=C(C(=O)NC2=CC=C(C=C2)OC(F)(F)Cl)C=C(C1N1[C@@H](CCCC1=O)C)Br